2-(5-chloro-2-hydroxyphenyl)-4(s)-methylimidazole ClC=1C=CC(=C(C1)C=1NC=C(N1)C)O